2-methyl-N-(4-phenoxy-2-pyridyl)propionamide CC(C(=O)NC1=NC=CC(=C1)OC1=CC=CC=C1)C